NCCOCCOCCOCCOCCNC=1C=CC(=C(C(=O)NC=2SC(=C(N2)C)C)C1)C 5-((14-Amino-3,6,9,12-tetraoxatetradecyl)amino)-N-(4,5-dimethylthiazol-2-yl)-2-methylbenzamide